(2Z,2'E)-2,2'-(1-(4-morpholinophenyl)propane-1,2-diylidene)bis(N-ethylhydrazine-1-carbothioamide) O1CCN(CC1)C1=CC=C(C=C1)\C(\C(\C)=N\NC(NCC)=S)=N\NC(NCC)=S